3-(3,5-dihydroxybenzyl)-1-(1-hydroxy-1H-pyrazol-4-yl)-2,3-dihydroquinazolin-4(1H)-one OC=1C=C(CN2CN(C3=CC=CC=C3C2=O)C=2C=NN(C2)O)C=C(C1)O